ClC1=C(C=CC=C1)C(C(=O)NC1CC(C1)(F)F)N(C(=O)[C@@H]1CN(CC(N1C1=NC=CC(=C1)C#N)=O)C(=O)OC(C)(C)C)C1=CC(=CC=C1)F (3S)-tert-Butyl 3-((1-(2-chlorophenyl)-2-((3,3-difluorocyclobutyl)amino)-2-oxoethyl)(3-fluorophenyl)carbamoyl)-4-(4-cyanopyridin-2-yl)-5-oxopiperazine-1-carboxylate